4-(difluoromethyl)-2-(2-(methoxymethyl)phenyl)-1-tosylpiperidine FC(C1CC(N(CC1)S(=O)(=O)C1=CC=C(C)C=C1)C1=C(C=CC=C1)COC)F